N(=[N+]=[N-])C1C(N(C=2N(CC1)N=C(C2)C2CCOCC2)C)=O 6-azido-4-methyl-2-(tetrahydro-2H-pyran-4-yl)-7,8-dihydro-4H-pyrazolo[1,5-a][1,3]diazepin-5(6H)-one